6-(3,6-Dihydro-2H-pyran-4-yl)-2-methyl-8,9-dihydrofuro[2,3-H]quinazolin-4-ol O1CCC(=CC1)C=1C=C2C(=NC(=NC2=C2C1OCC2)C)O